5-(4-chlorophenyl)-3-(2-(2-fluoropyrrolidin-1-yl)-2-oxoethyl)quinazolin-4(3H)-one ClC1=CC=C(C=C1)C1=C2C(N(C=NC2=CC=C1)CC(=O)N1C(CCC1)F)=O